NC1=C(C(N(C2=C(C=CC=C12)C=1C(=NC=CC1)OC)C)=O)C(=O)NCCC 4-Amino-8-(2-methoxy-3-pyridyl)-1-methyl-2-oxo-N-propyl-quinoline-3-carboxamide